2-(3-bromo-1-methyl-1H-1,2,4-triazol-5-yl)isoindoline BrC1=NN(C(=N1)N1CC2=CC=CC=C2C1)C